6-chloro-4-isopropylamino-nicotinic acid ethyl ester C(C)OC(C1=CN=C(C=C1NC(C)C)Cl)=O